3-[3-methyl-2-oxo-5-[4-[3-(piperazin-1-ylmethyl)cyclobutoxy]-1-piperidyl]benzimidazol-1-yl]piperidine-2,6-dione CN1C(N(C2=C1C=C(C=C2)N2CCC(CC2)OC2CC(C2)CN2CCNCC2)C2C(NC(CC2)=O)=O)=O